1-(5-Chloropyridin-2-yl)-5-hydroxy-1H-pyrazole-3-carboxylic acid ClC=1C=CC(=NC1)N1N=C(C=C1O)C(=O)O